C1(=CC=CC=C1)CCCC(=O)N[C@@H](C(C)C)C(=O)N1[C@@H](CCC1)C(=O)[NH-] 4-Phenylbutyryl-L-valyl-L-prolylamide